ClC1=CC=C(C(=N1)C(=O)O)NC(C)C1=CC(=CN2N1C=C(N(C2=O)C)N2CCCCC2)C 6-chloro-3-((1-(2,8-dimethyl-1-oxo-3-(piperidin-1-yl)-1,2-dihydropyridazino[1,2-a][1,2,4]triazin-6-yl)ethyl)amino)picolinic acid